perfluoroethylhexyltriethoxysilane FC(C(F)(F)F)(O[Si](OC(C(F)(F)F)(F)F)(OC(C(F)(F)F)(F)F)C(C(C(C(C(C(F)(F)F)(F)F)(F)F)(F)F)(F)F)(F)F)C(C(F)(F)F)(F)F